COCCN(C1=CC=C2C(=C(C(N(C2=C1)C)=O)C#N)N1CCC2(CCN(C2)C2=CC(=CC=C2)OC(F)(F)F)CC1)C 7-[(2-methoxyethyl)(methyl)amino]-1-methyl-2-oxo-4-{2-[3-(trifluoromethoxy)phenyl]-2,8-diazaspiro[4.5]decan-8-yl}-1,2-dihydroquinoline-3-carbonitrile